ClC=1C=C(C=CC1F)C1=C(C(=O)N)C=C(C=C1N1C=NC=C1)OCCOC (3-chloro-4-fluorophenyl)-3-(imidazol-1-yl)-5-(2-methoxyethoxy)benzamide